ClC1=CC=C(C(=O)NC2=NC(=CC=C2)CC2CCNCC2)C=C1 4-chloro-N-(6-(piperidin-4-ylmethyl)pyridin-2-yl)benzamide